O=C1NC(CCC1N1C(C2=CC=C(C=C2C1)C1=NC=C(C#N)C(=C1)C)=O)=O 6-(2-(2,6-dioxopiperidin-3-yl)-1-oxoisoindolin-5-yl)-4-methylnicotinonitrile